FC(CNCC=1C=C(C(N(C1)CC(F)(F)F)=O)C(=O)NC1=CC(=CC=C1)C(CC1=NN=CN1C)(C)C)F 5-(((2,2-Difluoroethyl)amino)methyl)-N-(3-(2-methyl-1-(4-methyl-4H-1,2,4-triazol-3-yl)propan-2-yl)phenyl)-2-oxo-1-(2,2,2-trifluoroethyl)-1,2-dihydropyridine-3-carboxamide